OCC1=CC=C(O1)CC=O 5-(hydroxymethyl)furan-2-acetaldehyde